5-(3-methoxy-4-((4-(piperidin-4-ylmethyl)piperazin-1-yl)methyl)phenyl)-1,3,4-trimethylpyridin-2(1H)-one TFA salt OC(=O)C(F)(F)F.COC=1C=C(C=CC1CN1CCN(CC1)CC1CCNCC1)C=1C(=C(C(N(C1)C)=O)C)C